CC1=C(C(=NO1)C1=CC=CC=C1)C1=CC=C(C=C1)S(=O)(=O)N 4-[5-methyl-3-phenylisoxazol-4-yl]benzenesulfonamide